O1CCOC12CCC(CC2)C=2C=CC(=NC2)C(F)(F)F 5-(1,4-dioxaspiro[4.5]decan-8-yl)-2-(trifluoromethyl)pyridine